ClC=1C2=C(N=CN1)N(C=C2F)[C@@H]2O[C@@H]([C@H]([C@H]2O)O)CO (2R,3R,4S,5R)-2-(4-chloro-5-fluoro-7H-pyrrolo[2,3-d]pyrimidin-7-yl)-5-(hydroxymethyl)tetrahydrofuran-3,4-diol